FC(OC=1C=C(C=CC1F)C=1C=C2C(=NC1)C=NN2CC2=NN=C(S2)NC(C)=O)F N-(5-((6-(3-(Difluoromethoxy)-4-fluorophenyl)-1H-pyrazolo[4,3-b]pyridin-1-yl)methyl)-1,3,4-thiadiazol-2-yl)acetamide